2-benzyl-1-oxo-2,8-diazaspiro[4.5]decane C(C1=CC=CC=C1)N1C(C2(CC1)CCNCC2)=O